C(C)(C)(C)OC(=O)N1CC(C(CC1)C(=O)O)C 1-[(tert-butoxy)carbonyl]-3-methylpiperidine-4-carboxylic acid